2-(4-(((5-fluoro-4-oxo-2-(((tetrahydro-2H-pyran-4-yl)thio)methyl)-3,4-dihydroquinazolin-7-yl)oxy)methyl)piperidin-1-yl)acetic acid FC1=C2C(NC(=NC2=CC(=C1)OCC1CCN(CC1)CC(=O)O)CSC1CCOCC1)=O